1-(4,6-Dichloro-3,3-dimethyl-2,3-dihydro-indol-1-yl)-2-((R)-3-methyl-piperazin-1-yl)-ethanone hydrochloride salt Cl.ClC1=C2C(CN(C2=CC(=C1)Cl)C(CN1C[C@H](NCC1)C)=O)(C)C